2-bromo-6-(4-(4-methylpyridin-3-yl)-4H-1,2,4-triazol-3-yl)pyridine trisiloxanecarboxylate [SiH2](O[SiH2]O[SiH3])C(=O)O.BrC1=NC(=CC=C1)C1=NN=CN1C=1C=NC=CC1C